B(O)O.C(C)N(CC)CC triethylamine boronate